C(#N)C(C1=CC(=CC=C1)OC1=CC=CC=C1)OC(=O)C1C(C1C=C(C(F)(F)F)Cl)(C)C 3-(2-Chloro-3,3,3-trifluoro-1-propenyl)-2,2-dimethyl-cyclopropane-carboxylic acid cyano(3-phenoxyphenyl)methyl ester